(S)-(2-(tert-butyl)oxazol-5-yl)(4-(4-fluoropyrazolo[1,5-a]pyridin-2-yl)-1,4,6,7-tetrahydro-5H-imidazo[4,5-c]pyridin-5-yl)methanone C(C)(C)(C)C=1OC(=CN1)C(=O)N1[C@@H](C2=C(CC1)NC=N2)C2=NN1C(C(=CC=C1)F)=C2